tert-butyl (3R)-3-hydroxyazepane-1-carboxylate O[C@H]1CN(CCCC1)C(=O)OC(C)(C)C